4-chloro-6-(methoxycarbonyl)pyridine-2-carboxylic acid ClC1=CC(=NC(=C1)C(=O)OC)C(=O)O